3,5-diamino-N-(N-(4-(4-(4-(3-((2-(bis((2S,3R,4R,5R)-2,3,4,5,6-pentahydroxyhexyl)amino)ethyl)amino)-3-oxopropyl)cyclohexyl)phenyl)butyl)carbamimidoyl)-6-chloropyrazine-2-carboxamide NC=1C(=NC(=C(N1)N)Cl)C(=O)NC(NCCCCC1=CC=C(C=C1)C1CCC(CC1)CCC(=O)NCCN(C[C@@H]([C@H]([C@@H]([C@@H](CO)O)O)O)O)C[C@@H]([C@H]([C@@H]([C@@H](CO)O)O)O)O)=N